C(#N)C(C1C=C(OC(=C1)C=CC1=CC=C(C=C1)N(C)C)C)C#N 4-(dicyanomethyl)-2-methyl-6-(4-dimethylaminophenylvinyl)-4H-pyran